N-((1r,4r)-4-((8-cyanoquinolin-5-yl)oxy)cyclohexyl)-4-(piperazin-1-yl)benzamide C(#N)C=1C=CC(=C2C=CC=NC12)OC1CCC(CC1)NC(C1=CC=C(C=C1)N1CCNCC1)=O